tert-Butyl (3S)-4-(2-amino-4-bromo-5-chloro-benzoyl)-3-[2-(p-tolylsulfonyloxy)ethyl]piperazine-1-carboxylate NC1=C(C(=O)N2[C@H](CN(CC2)C(=O)OC(C)(C)C)CCOS(=O)(=O)C2=CC=C(C=C2)C)C=C(C(=C1)Br)Cl